3-[2-fluoro-5-[[1-methyl-6-oxo-4-(trifluoromethyl)pyridine-3-carbonyl]amino]-4-[(3R,5S)-3,4,5-trimethylpiperazin-1-yl]phenyl]-2,5-dihydropyrrole-1-carboxylic acid tert-butyl ester C(C)(C)(C)OC(=O)N1CC(=CC1)C1=C(C=C(C(=C1)NC(=O)C1=CN(C(C=C1C(F)(F)F)=O)C)N1C[C@H](N([C@H](C1)C)C)C)F